ethyl 1-(bromomethyl)cyclopropane-1-carboxylate BrCC1(CC1)C(=O)OCC